styrenesulfinate C(=CC1=CC=CC=C1)S(=O)[O-]